[Br].C(C)(=O)NC=1CN(C=CC1C)CC1=CC=CC=C1 3-acetamido-1-benzyl-4-methyl-pyridine bromine